4-[(3S)-3-amino-3-methylpyrrolidin-1-yl]-6-cyano-5-(3,5-difluorophenyl)-N-[(2-hydroxyphenyl)methyl]pyridine-3-carboxamide N[C@@]1(CN(CC1)C1=C(C=NC(=C1C1=CC(=CC(=C1)F)F)C#N)C(=O)NCC1=C(C=CC=C1)O)C